BrCCCCOCC1=CC=C(C=C1)OC 1-(4-Bromobutoxymethyl)-4-methoxy-benzene